N-(5,6-difluoro-1H-indol-3-yl)-6-(4-methoxyphenyl)-3,4-dihydroisoquinoline-2(1H)-carboxamide FC=1C=C2C(=CNC2=CC1F)NC(=O)N1CC2=CC=C(C=C2CC1)C1=CC=C(C=C1)OC